(S)-3-(isoquinolin-4-yl)-2-oxo-1-(6-(trifluoromethyl)pyridazin-3-yl)imidazoline-4-carbonitrile C1=NC=C(C2=CC=CC=C12)N1C(N(C[C@H]1C#N)C=1N=NC(=CC1)C(F)(F)F)=O